FC(C1(CC1)N1N=NC(=C1)[C@H](C1=C2C(=NNC2=CC=C1)C)NC=1C=C2C(=C(C=NC2=C(C1)C#N)C#N)NCC(C)(C)C)F (S)-6-(((1-(1-(difluoromethyl)cyclopropyl)-1H-1,2,3-triazol-4-yl)(3-methyl-1H-indazol-4-yl)methyl)amino)-4-(neopentylamino)quinoline-3,8-dicarbonitrile